glycidyl 4-toluenesulfonate CC1=CC=C(C=C1)S(=O)(=O)OCC1CO1